C1(CC1)CS(=O)(=O)C=1C=C(C=CC1)NC(C1=C(N=CC=C1)N1CCC2(CC2)CC1)=O N-(3-((cyclopropylmethyl)sulfonyl)phenyl)-2-(6-azaspiro[2.5]octan-6-yl)nicotinamide